CC1=NC=CC(=C1)C=1C(=NC(=NC1)N)[Sn](CCCC)(CCCC)CCCC (2-methylpyridin-4-yl)-4-(tributylstannyl)pyrimidin-2-amine